5-Methyl-2-(3'H-spiro[cyclopropane-1,1'-isobenzofuran]-6'-yl)piperidine CC1CCC(NC1)C1=CC=C2COC3(C2=C1)CC3